ClC=1C=NC=CC1C1=NOC(=C1/C=C/C1CC2(CN(C2)C=2C=C3C(=CC=NC3=CC2)OC)C1)C1CC1 (E)-6-(6-(2-(3-(3-Chloropyridin-4-yl)-5-cyclopropylisoxazol-4-yl)vinyl)-2-azaspiro[3.3]heptan-2-yl)-4-methoxychinolin